C(C)C1=C(C(NC1=O)C=O)C 4-ETHYL-3-METHYL-5-OXO-3-PYRROLINE-2-CARBOXALDEHYDE